5-cyclopropyl-N-(2-fluorophenyl)pyridine-2-thioamide C1(CC1)C=1C=CC(=NC1)C(NC1=C(C=CC=C1)F)=S